[Cl-].[Cl-].C1C(=CC2=CC=CC=C12)C(C)(CC)C1(C=CC=C1)[Zr+2]C1(C=CC=C1)C(C)(CC)C=1CC2=CC=CC=C2C1 bis((2-(2-indenyl)butan-2-yl)cyclopentadienyl)zirconium dichloride